C(C=C)OC1=NN(C2=CC(=CC=C12)N)C 3-(allyloxy)-1-methyl-1H-indazol-6-amine